C1(=CC=CC=C1)CCCC[NH-] N-phenylbutyl-amide